FC1=NC(=CC=C1C1=NC=CC=C1)F 2',6'-difluoro-2,3'-bipyridine